dicarbonyl-cyclopentadienyl-cobalt(I) C(=O)=[Co](C1C=CC=C1)=C=O